CC(C)N1CCC(CC1)N1CCN(CCC1)C1=CC=CC(=N1)C(=O)NCC(F)(F)F 6-{4-[1-(Propan-2-yl)piperidin-4-yl]-1,4-diazepan-1-yl}-N-(2,2,2-trifluoroethyl)pyridine-2-carboxamide